6-bromo-1-(p-tolylsulfonyl)indole BrC1=CC=C2C=CN(C2=C1)S(=O)(=O)C1=CC=C(C=C1)C